4-(5-bromo-2-chloropyrimidin-4-yl)-2-ethylpiperazine-1-carboxylic acid tert-butyl ester C(C)(C)(C)OC(=O)N1C(CN(CC1)C1=NC(=NC=C1Br)Cl)CC